(1R,2S,3R,5R)-3-[5-(4-benzylthiophen-2-yl)pyrrolo[2,3-d]pyrimidin-7-yl]-5-{[(3-{[2-(4-fluorophenyl)ethyl]amino}propyl)amino]methyl}cyclopentane-1,2-diol C(C1=CC=CC=C1)C=1C=C(SC1)C1=CN(C=2N=CN=CC21)[C@H]2[C@@H]([C@@H]([C@H](C2)CNCCCNCCC2=CC=C(C=C2)F)O)O